CC1(NC(C=C1)(C)C)C 2,2,5,5-tetramethylpyrrole